CN(C(C1=CC=C(C=C1)NC1=NC=C(C(=N1)NCC1=CC(=CC=C1)N(S(=O)(=O)C)C)C(F)(F)F)=O)C N,N-dimethyl-4-{[4-({3-[methyl(methylsulfonyl)amino]benzyl}amino)-5-(trifluoromethyl)pyrimidin-2-yl]amino}benzamide